NC1CC(C1)N1CCN(CC1)CC1CCN(CC1)C1=CC2=C(N(C(N2C)=O)C2C(NC(CC2)=O)=O)C=C1 3-[5-[4-[[4-(3-Aminocyclobutyl)piperazin-1-yl]methyl]-1-piperidyl]-3-methyl-2-oxo-benzimidazol-1-yl]piperidine-2,6-dione